FC(S(=O)(=O)C[C@@H]1CN(CC1)C(=O)OC(C)(C)C)(F)F tert-butyl (S)-3-(((trifluoromethyl)sulfonyl)methyl)pyrrolidine-1-carboxylate